FC1=C2O[C@@H](CCNC(OCC=3C=NC=C(C4=NN(C(=C1)C4=C2)C2OCCCC2)C3)=O)C (13R)-16-fluoro-13-methyl-19-(oxan-2-yl)-8,14-dioxa-4,10,19,20-tetraazatetracyclo[13.5.2.12,6.018,21]tricosa-1(20),2,4,6(23),15,17,21-heptaen-9-one